ethyl-methyl-ethyl-methyl-ethyl-methyl-ethyl-carbamate C(C)OC(N(C(C(CC)C)(CC)C)C)=O